3-benzylidene-6-((1-benzylimidazol-4-yl)methylene)piperazine-2,5-dione C(C1=CC=CC=C1)=C1C(NC(C(N1)=O)=CC=1N=CN(C1)CC1=CC=CC=C1)=O